6-bromofuro[3,2-b]pyridine-2-carbaldehyde BrC=1C=C2C(=NC1)C=C(O2)C=O